1-amino-3,6,9,12,15-pentaoxaoctadecan-18-oic acid NCCOCCOCCOCCOCCOCCC(=O)O